C(C)(C)(C)[S@@](=O)N=C(C)C=1C(=C(C=CC1)C(C(=O)OCC)(F)F)F ethyl 2-[3-[[(R)-tert-butylsulfinyl]-C-methyl-carboimidoyl]-2-fluoro-Phenyl]-2,2-difluoro-acetate